BrC=1C=CC=2N(C1)C(=NC2)C 6-bromo-3-methyl-imidazo[1,5-a]pyridine